NCC=1C=C(N(N1)CC#N)C(=O)N(C)C 5-(aminomethyl)-2-(cyanomethyl)-N,N-dimethyl-pyrazole-3-carboxamide